C(C)OC(=O)[C@H]1N[C@@H]2C[C@H]([C@H]1CC2)O (1s,3s,4s,5r)-5-hydroxy-2-azabicyclo[2.2.2]octane-3-carboxylic acid ethyl ester